ClC=1C(=C(NC2=C(NC3=C2C(NCC3)=O)C3=C(C=NC=C3)OC[C@@H]3OCCOC3)C=CC1)C |r| Racemic-3-(3-chloro-2-methyl-anilino)-2-[3-(1,4-dioxan-2-ylmethoxy)-4-pyridyl]-1,5,6,7-tetrahydropyrrolo[3,2-c]Pyridin-4-one